C(CCCCCC)C1OCC(O1)C(=O)OC methyl 2-n-heptyl-1,3-dioxolan-4-carboxylate